1-((2R,5S)-4-(6-chloro-8-fluoro-7-(2-fluoro-6-hydroxyphenyl)-2-(methylsulfonyl)quinazolin-4-yl)-2,5-dimethylpiperazin-1-yl)prop-2-en-1-one ClC=1C=C2C(=NC(=NC2=C(C1C1=C(C=CC=C1O)F)F)S(=O)(=O)C)N1C[C@H](N(C[C@@H]1C)C(C=C)=O)C